BrC1=CC=C(C=C1)S(=O)(=O)C(F)(F)F 1-bromo-4-[(trifluoro-methyl)sulfonyl]benzene